CC1(CCC2=C(SC=C2)[C@@H]1NC1=C(C(C1=O)=O)NC1=C(C(=NC=C1)C(=O)N(C)C)O)C (R)-4-((2-((6,6-dimethyl-4,5,6,7-tetrahydrobenzo[b]thiophen-7-yl)amino)-3,4-dioxocyclobut-1-en-1-yl)amino)-3-hydroxy-N,N-dimethylpicolinamide